tert-butyl (CIS)-3-(hydroxymethyl)-3-nitro-2-({[(CIS)-4-phenylcyclohexyl]oxy}methyl)piperidine-1-carboxylate OC[C@]1([C@@H](N(CCC1)C(=O)OC(C)(C)C)CO[C@@H]1CC[C@@H](CC1)C1=CC=CC=C1)[N+](=O)[O-]